C(C)(C)(C)C1=C(C(=CC(=C1)CCC(=C)OCC(CCCC)CC)N1N=C2C(=N1)C=CC(=C2)Cl)O 2-(tert-butyl)-6-(5-chloro-2H-benzo[d][1,2,3]triazol-2-yl)-4-(3-((2-ethylhexyl)oxy)but-3-en-1-yl)phenol